O(S(=O)(=O)C(F)(F)F)C=1N=C(C2=CN=CC=C2C1)NC 1-(methylamino)-2,7-naphthyridin-3-yl triflate